ethyl 1-(tert-butoxycarbonylamino)-3-[[(1R)-1-(hydroxymethyl)-3,3-dimethyl-butyl]amino]cyclobutanecarboxylate C(C)(C)(C)OC(=O)NC1(CC(C1)N[C@H](CC(C)(C)C)CO)C(=O)OCC